C1(CC1)N(C1=C(C(=NC=N1)NCC1(CCOCC1)CC(=O)NC1CN(CC1)C)F)CC1=CC=C(C=C1)C(F)(F)F 2-[4-[[[6-[cyclopropyl-[[4-(trifluoromethyl)phenyl]methyl]amino]-5-fluoro-pyrimidin-4-yl]amino]methyl]tetrahydropyran-4-yl]-N-(1-methylpyrrolidin-3-yl)acetamide